NCCOC=1N=C(C2=C(N1)C(=C(N=C2)C2=CC(=CC1=CC=CC=C21)O)F)N2C[C@H]1CC[C@@H](C2)N1C(=O)OC(C)(C)C tert-butyl (1R,5S)-3-(2-(2-aminoethoxy)-8-fluoro-7-(3-hydroxynaphthalen-1-yl)pyrido[4,3-d]pyrimidin-4-yl)-3,8-diazabicyclo[3.2.1]octane-8-carboxylate